3-(6-methoxy-2-pyridinyl)-2,7-dimethyl-5,7-dihydro-4H-pyrazolo[3,4-c]pyridine-6-carboxylic acid tert-butyl ester C(C)(C)(C)OC(=O)N1C(C=2C(CC1)=C(N(N2)C)C2=NC(=CC=C2)OC)C